C(C)NS(=O)(=O)NC1=CC=C(C=N1)/C=C/C(=O)N(CC=1OC2=C(C1C)C=CC=C2)C (E)-3-(6-((N-ethylsulfamoyl)amino)pyridin-3-yl)-N-methyl-N-((3-methylbenzofuran-2-yl)methyl)acrylamide